2-(3-Nitropyridin-2-yl)acetic acid ethyl ester C(C)OC(CC1=NC=CC=C1[N+](=O)[O-])=O